CC=1C(C2=CC=CC=C2C(C1)=O)=O 2-METHYL-1,4-NAPHTHOQUINONE